CS(=O)(=O)N1CC(CCC1)C1=CC=C(C=C1)NC(OCC1=CN=CO1)=O oxazol-5-ylmethyl (4-(1-(methylsulfonyl)piperidin-3-yl)phenyl)carbamate